tert-butyl 5-(6-(pyrazolo[1,5-a]pyridin-3-yl)pyridin-2-yl)-2,5-diazabicyclo[2.2.2]octane-2-carboxylate N1=CC(=C2N1C=CC=C2)C2=CC=CC(=N2)N2C1CN(C(C2)CC1)C(=O)OC(C)(C)C